FC1=C(C=CC=C1)C#CC1=CC=C(C(=O)NCC2(CCC2)N2CCOCC2)C=C1 4-((2-fluorophenyl)ethynyl)-N-((1-morpholinocyclobutyl)methyl)benzamide